FC1(CCC(CC1)[C@H](NC(=O)C1=NN(C(=C1)C(F)(F)F)CC)C1=NC2=C(N1)C=CC(=C2)[C@@H](C)NC(CCC(F)(F)F)=O)F N-((S)-(4,4-Difluorocyclohexyl)(5-((R)-1-(4,4,4-trifluorobutanamido)ethyl)-1H-benzo[d]imidazol-2-yl)methyl)-1-ethyl-5-(trifluoromethyl)-1H-pyrazole-3-carboxamide